BrC=1C=C2C(=NC1)N(C(N2)=O)CC2=CC=C(C=C2)OC 6-bromo-3-(4-methoxybenzyl)-1H-imidazo[4,5-b]Pyridin-2(3H)-one